N-[(1S)-2-[[5-(3,5-dimethyl-1H-pyrazol-4-yl)-6-fluoro-2-pyridyl]amino]-1-(4-methylcyclohexyl)-2-oxo-ethyl]-2-ethyl-pyrazole-3-carboxamide CC1=NNC(=C1C=1C=CC(=NC1F)NC([C@H](C1CCC(CC1)C)NC(=O)C=1N(N=CC1)CC)=O)C